2-methyl-5,11-dioxo-6,12-bis(isobutyloxycarbonyloxy)naphthonaphthalene CC=1C=CC2=C3C(C(C(=C2C1)OC(=O)OCC(C)C)=O)=C1C=CC=CC1=C(C3=O)OC(=O)OCC(C)C